(1S,5S,6R)-3-(((trifluoromethyl)sulfonyl)oxy)bicyclo[3.1.0]hex-2-ene-6-carboxylic acid ethyl ester C(C)OC(=O)[C@@H]1[C@H]2CC(=C[C@@H]12)OS(=O)(=O)C(F)(F)F